FC(C1=NC=2C(=NC(=CC2)C(F)(F)F)N1C=1C=C2CCNC2=CC1)F 5-[2-(Difluoromethyl)-5-(trifluoromethyl)imidazo[4,5-b]pyridin-3-yl]indolin